1-(1-oxo-5-((4-(4-(piperazin-1-yl)thieno[3,2-d]pyrimidin-2-yl)piperazin-1-yl)methyl)isoindolin-2-yl)dihydropyrimidine-2,4(1H,3H)-dione O=C1N(CC2=CC(=CC=C12)CN1CCN(CC1)C=1N=C(C2=C(N1)C=CS2)N2CCNCC2)N2C(NC(CC2)=O)=O